C(C1=CC=CC=C1)OC1=C(C(=CC=C1)C)C1CCC(CC1)OCC1N(CCC1=O)C(=O)OC(C)(C)C tert-butyl 2-((((1s,4s)-4-(2-(benzyloxy)-6-methylphenyl)cyclohexyl)oxy)methyl)-3-oxopyrrolidine-1-carboxylate